FC=1C=C(C=NC1OC)C=1N(C(C2=CC(=CC(=C2C1)[C@@H](C)NC1=C(C(=O)O)C=CC=C1)C)=O)C |r| racemic-2-((1-(3-(5-fluoro-6-methoxypyridin-3-yl)-2,7-dimethyl-1-oxo-1,2-dihydroisoquinolin-5-yl)ethyl)amino)benzoic acid